fluorothieno[3,4-b]thiophene-2-carboxylate FC=1C=2C(SC1C(=O)[O-])=CSC2